NC1=NC=CC=C1C1=NC=2C(=NC(=CC2)C2=NC=C(N=C2)F)N1C1=CC=C(CN2CCC(CC2)NC2=NC(=NC=C2)C#N)C=C1 4-((1-(4-(2-(2-aminopyridin-3-yl)-5-(5-fluoropyrazin-2-yl)-3H-imidazo[4,5-b]pyridin-3-yl)benzyl)piperidin-4-yl)amino)pyrimidine-2-carbonitrile